[Si](C1=CC=CC=C1)(C1=CC=CC=C1)(C(C)(C)C)OC1CC(N(CC1)[C@H]1CN(CC(C1)(F)F)C(=O)N1C=NC=C1)=O (3'R)-4-{[tert-butyl(diphenyl)silyl]oxy}-5',5'-difluoro-1'-(1H-imidazole-1-carbonyl)[1,3'-bipiperidin]-2-one